ClC1=CC=C(C=C1)C(C1=NC=CC=C1)OC1CCNCC1 2-((4-chlorophenyl)(piperidin-4-yloxy)methyl)pyridine